(3R)-1-(5-bromo-2,3-dihydro-1H-inden-1-yl)pyrrolidine-3-carboxylic acid methyl ester COC(=O)[C@H]1CN(CC1)C1CCC2=CC(=CC=C12)Br